COC1=CC=C2C(=N1)N=C(S2)N 5-methoxythiazolo[4,5-b]pyridin-2-amine